1-(5-(2-amino-8H-imidazo[4',5':3,4]benzo[1,2-d]thiazol-5-yl)-4-methylpyridin-2-yl)propan-1-ol NC=1SC2=C(N1)C=C(C1=C2NC=N1)C=1C(=CC(=NC1)C(CC)O)C